methylene bis(phenylmethanesulfonate) C1(=CC=CC=C1)CS(=O)(=O)OCOS(=O)(=O)CC1=CC=CC=C1